C(C)(=O)OC=CCCCCCCCCCCC 1-tridecen-1-yl acetate